[N+](=O)([O-])C1=C(C=CC=C1)C(=C=O)C1=CC=CC=C1 2-Nitrophenylphenylketene